N-[5-(2-chloro-6-methyl-4-pyridinyl)-4-(3-cyanophenyl)thiazol-2-yl]-4-hydroxy-4-methyl-piperidine-1-carboxamide ClC1=NC(=CC(=C1)C1=C(N=C(S1)NC(=O)N1CCC(CC1)(C)O)C1=CC(=CC=C1)C#N)C